OC1=C(C#N)C=CN=C1 3-hydroxyisonicotinonitrile